O=C1N(C(CC1)=O)OC(=O)C1=CC=C(C=C1)B(O)O (4-(((2,5-Dioxopyrrolidin-1-yl)oxy)carbonyl)phenyl)boronic acid